C(C)(=O)N1CCC2(CN(C2)C2=NN=C(S2)C=2C(=CC(=NC2)C2=CC=C3N2N=CC(=C3)C#N)NC3COC3)CC1 7-(5-(5-(7-acetyl-2,7-diazaspiro[3.5]nonan-2-yl)-1,3,4-thiadiazol-2-yl)-4-(oxetan-3-ylamino)pyridin-2-yl)pyrrolo[1,2-b]pyridazine-3-carbonitrile